cyclohexyl-trimethoxy-silane C1(CCCCC1)[Si](OC)(OC)OC